1,1-Bis(4-aminocyclohexyl)propane NC1CCC(CC1)C(CC)C1CCC(CC1)N